FC1(CC2C(C2C1)C(=O)N(C)OC)F 3,3-difluoro-N-methoxy-N-methyl-bicyclo[3.1.0]hexane-6-carboxamide